Cl.Cl.Cl.CO[C@@H]1[C@@H]([C@H](CCC1)N1CCN(CC1)C(C)C)N |r| Rac-(1R,2S,6S)-2-methoxy-6-[4-(propan-2-yl)piperazin-1-yl]cyclohexan-1-amine tri-hydrochloride